O=C1CC2(C3=CC=CC=C3OC=3C=CC=CC23)C2=CC(=CC=C12)C(=O)O 3-oxo-2,3-dihydrospiro[indene-1,9'-xanthene]-6-carboxylic acid